CC=1N=C2N(N=C(C=C2C)C=2C=C(C=3N(C2)N=C(N3)C3[C@@H]2CN(C[C@H]32)C)F)C1 6-(2,8-dimethylimidazo[1,2-b]pyridazin-6-yl)-8-fluoro-2-[(1s,5r)-3-methyl-3-azabicyclo[3.1.0]hex-6-yl]-[1,2,4]triazolo[1,5-a]pyridine